2-((6-((5-chloro-2-(4-(2-hydroxyethoxy)piperidin-1-yl)pyrimidin-4-yl)amino)-1-methyl-2-oxo-1,2-dihydroquinolin-3-yl)oxy)-N-methylacetamide ClC=1C(=NC(=NC1)N1CCC(CC1)OCCO)NC=1C=C2C=C(C(N(C2=CC1)C)=O)OCC(=O)NC